6-(1-methyl-1H-benzo[d]imidazol-6-yl)-2-(methylthio)-8-(6-(trifluoromethoxy)pyridin-3-yl)pyrido[2,3-d]pyrimidin-7(8H)-one CN1C=NC2=C1C=C(C=C2)C2=CC1=C(N=C(N=C1)SC)N(C2=O)C=2C=NC(=CC2)OC(F)(F)F